((1-((1-(bromomethyl)cyclopropyl)sulfonyl)-2-methylpropan-2-yl)oxy)(tert-butyl)dimethylsilane BrCC1(CC1)S(=O)(=O)CC(C)(C)O[Si](C)(C)C(C)(C)C